COC1=C(C=C(C=C1)N1C(N([C@H](CC1)C)CC1=C2C(=NC=C1)N(C=C2)CC(=O)N(C)C)=O)OCCCCC (S)-2-(4-((3-(4-methoxy-3-(pentyloxy)phenyl)-6-methyl-2-oxotetrahydropyrimidin-1(2H)-yl)methyl)-1H-pyrrolo[2,3-b]pyridin-1-yl)-N,N-dimethylacetamide